magnesium bisacetate C(C)(=O)[O-].C(C)(=O)[O-].[Mg+2]